FC1=CC=CC2=C1C1=C(CCNCC1)O2 10-fluoro-2,3,4,5-tetrahydro-1H-benzofuro[2,3-d]azepine